Tert-butyl 3-bromo-5-(3-(4-methoxybenzyl)ureido)-1H-pyrrolo[2,3-c]pyridine-1-carboxylate BrC1=CN(C2=CN=C(C=C21)NC(=O)NCC2=CC=C(C=C2)OC)C(=O)OC(C)(C)C